C(CC(O)(C(=O)O)CC(=O)O)(=O)O.CC1=C(CNC=2C=3N(C=C(C2)NC(=O)NCCO)C(=C(N3)C)C)C(=CC=C1)C 1-(8-((2,6-dimethylbenzyl)amino)-2,3-dimethylimidazo[1,2-a]pyridin-6-yl)-3-(2-hydroxyethyl)urea citrate